N-{(S)-1-[4-(1-Methyl-piperidin-4-ylamino)-phenyl]-ethyl}-3-[3-(4-trifluoromethoxy-benzyl)-3H-imidazo[4,5-b]pyridin-2-yl]-propionamide CN1CCC(CC1)NC1=CC=C(C=C1)[C@H](C)NC(CCC1=NC=2C(=NC=CC2)N1CC1=CC=C(C=C1)OC(F)(F)F)=O